Ethyl (2E,3E)-2-[2-(4-chloro-2-fluorophenyl)hydrazinylidene]-3-(hydroxyimino)propanoate ClC1=CC(=C(C=C1)N\N=C(\C(=O)OCC)/C=N/O)F